ClC1=C(C(=O)NC2=CC(=NN2C2=CC=CC=C2)C(=O)O)C=C(C(=C1)Cl)C1=NC=CC=C1 5-[[2,4-dichloro-5-(2-pyridyl)benzoyl]amino]-1-phenyl-pyrazole-3-carboxylic acid